ICCC1OCCO1 2-iodoethyl-1,3-dioxolane